2,2,8-trimethyl-4H-benzo[d][1,3]dioxine-6-carboxylic acid CC1(OCC2=C(O1)C(=CC(=C2)C(=O)O)C)C